7-((1R,5S,8r)-3-Azabicyclo[3.2.1]octane-8-yl)-2-(2,6-dioxopiperidin-3-yl)-4,5-difluoroisoindoline-1,3-dione [C@@H]12CNC[C@@H](CC1)C2C=2C=C(C(=C1C(N(C(C21)=O)C2C(NC(CC2)=O)=O)=O)F)F